6-((2,6-Dimethylpyrimidin-4-yl)amino)-N-ethoxy-4-((2-(N-methylmethanesulfonamido)-4-morpholinophenyl)amino)nicotinamide CC1=NC(=CC(=N1)NC1=NC=C(C(=O)NOCC)C(=C1)NC1=C(C=C(C=C1)N1CCOCC1)N(S(=O)(=O)C)C)C